(S)-6-(3-((benzyloxy)methyl)-4-ethyl-5-oxo-4,5-dihydro-1H-1,2,4-triazol-1-yl)-N-(2-chloro-6-fluorophenyl)-5-fluoro-2-((1,1,1-trifluoropropan-2-yl)oxy)nicotinamide C(C1=CC=CC=C1)OCC1=NN(C(N1CC)=O)C1=NC(=C(C(=O)NC2=C(C=CC=C2F)Cl)C=C1F)O[C@H](C(F)(F)F)C